N1=CC=C(C2=CC=CC=C12)SC1=CN=C2C(=N1)NC(=N2)N2CCC1(CC2)[C@@H](C2=CC=CC=C2C1)N (S)-1'-(6-(quinolin-4-ylthio)-1H-imidazo[4,5-b]pyrazin-2-yl)-1,3-dihydrospiro[indene-2,4'-piperidin]-1-amine